2-hydroxy-2-(4-hydroxyphenyl)acetate OC(C(=O)[O-])C1=CC=C(C=C1)O